NC1=CC=CC(=N1)NC(CCC)=O N-(6-aminopyridine-2-yl)butanamide